N-(4-((S)-2-(2-fluoro-4-methoxyphenyl)propyl)-6-(((R)-1-hydroxy-4-methylpent-2-yl)amino)-1,3,5-triazin-2-yl)methanesulfonamide FC1=C(C=CC(=C1)OC)[C@H](CC1=NC(=NC(=N1)N[C@@H](CO)CC(C)C)NS(=O)(=O)C)C